N-acetyl-N'-ethyl-hydrazine C(C)(=O)NNCC